CC1CCC(NC1)C1=CC=C(N)C=C1 4-(5-methyl-2-piperidyl)Aniline